N-(3-((1,1-dioxidothiomorpholino)methyl)phenyl)-N-(2-fluoro-4-(hydrazinecarbonyl)benzyl)ethanesulfonamide O=S1(CCN(CC1)CC=1C=C(C=CC1)N(S(=O)(=O)CC)CC1=C(C=C(C=C1)C(=O)NN)F)=O